COC(=O)C=1OC=C(C1)NC(C(=O)OC)=O 4-[(2-methoxy-2-oxoacetyl)amino]furan-2-carboxylic acid methyl ester